5-[[2-Chloro-3-[3-(3,5-difluorophenyl)-2,7-dimethyl-5,7-dihydro-4H-pyrazolo[3,4-c]pyridine-6-carbonyl]-5-fluoro-phenoxy]methyl]oxazolidin-2-one ClC1=C(OCC2CNC(O2)=O)C=C(C=C1C(=O)N1C(C=2C(CC1)=C(N(N2)C)C2=CC(=CC(=C2)F)F)C)F